N-Cyclopropyl-1-(3-((2-methyl-1-(methylsulfonamido)-1-oxopropan-2-yl)oxy)phenyl)-N-(4-(thiophen-2-yl)benzyl)piperidine-3-carboxamide C1(CC1)N(C(=O)C1CN(CCC1)C1=CC(=CC=C1)OC(C(=O)NS(=O)(=O)C)(C)C)CC1=CC=C(C=C1)C=1SC=CC1